N-(3-(((4-(2-((6-(pyridazin-4-yl)-1H-indazol-4-yl)oxy)ethoxy)butyl)amino)methyl)-5-(trifluoromethoxy)phenyl)-1H-pyrazol-4-amine N1=NC=C(C=C1)C1=CC(=C2C=NNC2=C1)OCCOCCCCNCC=1C=C(C=C(C1)OC(F)(F)F)NC=1C=NNC1